C(CCCCCCCCCCCCCC)(=O)N[C@@H](CO)C(=O)O N-n-pentadecanoyl-serine